FC(C1=C(C=CC(=C1)N)NC(C1=CC=C(C(=O)NC2=C(C=C(C=C2)N)C(F)(F)F)C=C1)=O)(F)F N,N'-bis(2-trifluoromethyl-4-aminophenyl)-terephthalamide